Methyl (Z)-2-(benzo[b]thiophen-3-ylmethylene)-4-chloro-3-oxobutanoate S1C2=C(C(=C1)\C=C(/C(=O)OC)\C(CCl)=O)C=CC=C2